N-(4-bromo-2,5-dimethylphenyl)-N-(6,7-dihydro-5H-cyclopenta[b]pyridin-2-yl)-3-(piperidin-4-yl)propiolamide BrC1=CC(=C(C=C1C)N(C(C#CC1CCNCC1)=O)C1=CC=C2C(=N1)CCC2)C